CN[C@H](C(=O)O)CC=1N=CSC1 (2S)-2-(methylamino)-3-(1,3-thiazol-4-yl)propionic acid